N-(6-cyano-2-methoxy-3-pyridinyl)-5-methyl-3-phenyl-isoxazole-4-carboxamide C(#N)C1=CC=C(C(=N1)OC)NC(=O)C=1C(=NOC1C)C1=CC=CC=C1